COCC=1C=CC=2N(C1)N=CC2C=O (6-(methoxymethyl)pyrazolo[1,5-a]pyridin-3-yl)methanone